C1(=CC=CC2=CC=CC=C12)C[C@H](N)C(=O)O β-naphthyl-alanine